4-((R)-5H-Imidazo[5,1-a]isoindol-5-yl)-1-(methylsulfonyl)piperidin-3-ol C=1N=CN2C1C1=CC=CC=C1[C@H]2C2C(CN(CC2)S(=O)(=O)C)O